C(C)S=S(=O)(O)CC.S(=S)(=O)(OCC)O ethyl thiosulfate (S-ethyl ethanesulfonothioate)